Cl.Cl.CC1=C(C=C2CC[C@]3(CNCC3)NC2=N1)C1=NC=CC=N1 (2S)-7-Methyl-6-(pyrimidin-2-yl)-3,4-dihydro-1H-spiro[1,8-naphthyridine-2,3'-pyrrolidine], dihydrochloride salt